Zinc Aluminum phosphate P(=O)([O-])([O-])[O-].[Al+3].[Zn+2]